2-(2-(cyclopropanesulfonamido)thiazol-4-yl)-2-methyl-N-(5-(3-(trifluoromethoxy)phenyl)pyridin-2-yl)propanamide C1(CC1)S(=O)(=O)NC=1SC=C(N1)C(C(=O)NC1=NC=C(C=C1)C1=CC(=CC=C1)OC(F)(F)F)(C)C